bis(2,6-dimethoxybenzyl)-2,4,4-trimethylpentylphosphine oxide COC1=C(CP(CC(CC(C)(C)C)C)(CC2=C(C=CC=C2OC)OC)=O)C(=CC=C1)OC